1-(((1-((2-chloropyrimidin-5-yl)amino)isoquinolin-6-yl)oxy)methyl)cyclobutane-1-carbonitrile ClC1=NC=C(C=N1)NC1=NC=CC2=CC(=CC=C12)OCC1(CCC1)C#N